1,3-Diphenyl-1-propanone C1(=CC=CC=C1)C(CCC1=CC=CC=C1)=O